2-((((9H-Fluoren-9-yl)methoxy)carbonyl)(methyl)amino)-4-(2-cyclopropylphenyl)butanoic acid C1=CC=CC=2C3=CC=CC=C3C(C12)COC(=O)N(C(C(=O)O)CCC1=C(C=CC=C1)C1CC1)C